5-[2-[3-[tert-butyl(dimethyl)silyl]oxypropyl]phenyl]-2-fluoro-aniline [Si](C)(C)(C(C)(C)C)OCCCC1=C(C=CC=C1)C=1C=CC(=C(N)C1)F